tertiary butyl-ammonium C(C)(C)(C)[NH3+]